6-ethyl-5-methyl-3-((3-((S)-2-((S)-2-(methylamino)propanamido)propyl)phenyl)amino)pyrazine-2-carboxamide hydrochloride Cl.C(C)C1=C(N=C(C(=N1)C(=O)N)NC1=CC(=CC=C1)C[C@H](C)NC([C@H](C)NC)=O)C